4-(2-((8-bromoquinolin-2-yl)oxy)ethyl)morpholine BrC=1C=CC=C2C=CC(=NC12)OCCN1CCOCC1